8-bromodibenzo[b,d]Thiophene-2-carbonitrile BrC=1C=CC2=C(C3=C(S2)C=CC(=C3)C#N)C1